5α-hydroxy-7β,19-epoxy-cholestane-3,6-dione O[C@]12C([C@H]3[C@H]4[C@@H]5CC[C@H]([C@@H](CCCC(C)C)C)[C@]5(CC[C@@H]4[C@]2(CCC(C1)=O)CO3)C)=O